CC1(C2=CC=C(C=C2NC=2C=CC(=CC12)CN1CCNCC1)OCC1COC1)C 9,9-Dimethyl-6-(oxetan-3-ylmethoxy)-2-(piperazin-1-ylmethyl)-9,10-dihydroacridine